C(C)OC1=CC=C(C=N1)C1=CN=CC(=N1)C(=O)N(C)C=1NC2=C(C=CC(=C2C1)F)OC 6-(6-ethoxypyridin-3-yl)-N-(4-fluoro-7-methoxy-1H-indol-2-yl)-N-methylpyrazine-2-carboxamide